glutamic acid α-amide C(CC(=O)O)[C@@H](C(=O)N)N